C(CCC)C(CC(C)=O)=O 1-butyl-1,3-butanedione